CN1N=C(C=C1)C(=O)NCC1=NC(=NO1)C=1N(C2=CC=CC(=C2C1)NC1CCN(CC1)C)CC(F)(F)F 1-methyl-N-[(3-{4-[(1-methylpiperidin-4-yl)amino]-1-(2,2,2-trifluoroethyl)-1H-indol-2-yl}-1,2,4-oxadiazol-5-yl)methyl]-1H-pyrazole-3-carboxamide